NCC=1C2=C(C(NN1)=O)C(=NC(=C2)C=2C=NN(C2C2=C(C(=CC(=C2F)C#CC)OC2CC2)C#N)C)NC([2H])([2H])[2H] 2-(4-(1-(aminomethyl)-5-((methyl-d3)amino)-4-oxo-3,4-dihydropyrido[3,4-d]pyridazin-7-yl)-1-methyl-1H-pyrazol-5-yl)-6-cyclopropyloxy-3-fluoro-4-(prop-1-yn-1-yl)benzene-1-carbonitrile